ClC=1N=C2C(=NC1)C(=C(N2[C@H](C)C2=C(C=C(C=C2)Cl)Cl)C#N)C(F)(F)F 3-chloro-5-[(1R)-1-(2,4-dichlorophenyl)ethyl]-7-(trifluoromethyl)pyrrolo[3,2-b]pyrazine-6-carbonitrile